CN1CC2CN(CC2C1)C=1N=CC=2C(C(=C3N(C2C1)C1=C(S3)C=CC=C1)C(=O)OCC)=O Ethyl 2-(2-methyl-1,3,3a,4,6,6a-hexahydropyrrolo[3,4-c]pyrrol-5-yl)-5-oxo-[1,3]benzothiazolo[3,2-a][1,6]naphthyridine-6-carboxylate